FC(CCNC(OC1=CC=CC=C1)=O)(F)F phenyl (3,3,3-trifluoropropyl)carbamate